Cl.COC=1N=C2C(=CC=NC2=CC1OC)OC1=C(C=C(C=C1)NC(=O)C1=CN(C=C(C1=O)C1=CC=CC=C1)C)F N-[4-[(6,7-Dimethoxy-1,5-naphthyridin-4-yl)oxy]-3-fluorophenyl]-1-methyl-4-oxo-5-phenylpyridine-3-carboxamide hydrochloride